FC1=C2OC=3C=C(C=CC3C(C2=CC=C1)=O)N1CCN(CC1)C 5-fluoro-3-(4-methylpiperazin-1-yl)xanthen-9-one